ClC1=C2C(C(NC2=C(C=C1)Cl)=O)(CC(C1=CC=NC=C1)=O)O 4,7-dichloro-3-hydroxy-3-(2-oxo-2-(pyridin-4-yl)ethyl)indolin-2-one